CC1=C(OC=2CCC3=CN(N=C3C21)C[C@H]2OCC2)C(=O)OCC ethyl 8-methyl-2-{[(2S)-oxetan-2-yl] methyl}-4,5-dihydro-2H-furo[2,3-g]indazole-7-carboxylate